(1S,3S)-3-((2-cyclopropyl-6-(5-((((4-fluorobutoxy)carbonyl)(methyl)amino)methyl)-1-methyl-1H-1,2,3-triazol-4-yl)pyridin-3-yl)oxy)cyclohexanecarboxylic acid C1(CC1)C1=NC(=CC=C1O[C@@H]1C[C@H](CCC1)C(=O)O)C=1N=NN(C1CN(C)C(=O)OCCCCF)C